(8-Chloro-2-cyclopropyl-2,3-dihydro-4H-1,4-benzoxazin-4-yl)[3-(1H-1,2,4-triazol-1-yl)phenyl]methanone ClC1=CC=CC=2N(CC(OC21)C2CC2)C(=O)C2=CC(=CC=C2)N2N=CN=C2